Tert-Butyl 4-(5-(ethoxycarbonyl)-1,3-thiazol-2-yl)piperidine-1-carboxylate C(C)OC(=O)C1=CN=C(S1)C1CCN(CC1)C(=O)OC(C)(C)C